O=C1N(CC2=CC(=CC=C12)NCCCCCC(N1CCC(CC1)N1N=CC(=C1)C1=NC2=C(C=CC=C2N=C1)C1CCOCC1)=O)C1C(NC(CC1)=O)=O 3-(1-oxo-5-((6-oxo-6-(4-(4-(8-(tetrahydro-2H-pyran-4-yl)quinoxalin-2-yl)-1H-pyrazol-1-yl)piperidin-1-yl)hexyl)amino)isoindolin-2-yl)piperidine-2,6-dione